tert-butyl (4R)-4-[(1S)-1-(hydroxymethyl)-3-methyl-but-3-enyl]-2,2-dimethyl-oxazolidine-3-carboxylate OC[C@@H](CC(=C)C)[C@H]1N(C(OC1)(C)C)C(=O)OC(C)(C)C